2-(bromomethyl)-1,1-dimethyl-cyclohexane BrCC1C(CCCC1)(C)C